FC(C1(CC1)NC(O[C@H]1C[C@H](CC1)C1=CC(=NN1)NC(=O)OCC1=CC=CC=C1)=O)F (1R,3S)-3-(3-(((benzyloxy)carbonyl)amino)-1H-pyrazol-5-yl)cyclopentyl (1-(difluoromethyl)cyclopropyl)carbamate